6-((3-(Dimethylamino)propyl)(methyl)amino)undecane-1,11-diyl bis(2-(2-hexyl-N-methyldecanamido)acetate) C(CCCCC)C(C(=O)N(C)CC(=O)OCCCCCC(CCCCCOC(CN(C(C(CCCCCCCC)CCCCCC)=O)C)=O)N(C)CCCN(C)C)CCCCCCCC